4-[3-(methoxymethyl)-2,2-dimethyl-cyclopent-3-en-1-yl]-2-methyl-butan-1-ol COCC=1C(C(CC1)CCC(CO)C)(C)C